tert-butyl 2-fluoro-6-(methylcarbamoyl)-3',6'-dihydro-2'H-[3,4'-bipyridine]-1'-carboxylate FC1=NC(=CC=C1C=1CCN(CC1)C(=O)OC(C)(C)C)C(NC)=O